2-[3-(4-chloro-3-fluorophenyl)-1-(cyclopropylmethyl)-1H-1,2,4-triazol-5-yl]-N-[(2,6-dimethylpyridin-4-yl)methyl]acetamide ClC1=C(C=C(C=C1)C1=NN(C(=N1)CC(=O)NCC1=CC(=NC(=C1)C)C)CC1CC1)F